ClC1=CC=C(C=C1)C1=NC(=NC(=C1)N1CCN(CC1)CC)C=1C=NC=CC1 4-(4-chlorophenyl)-6-(4-ethylpiperazin-1-yl)-2-(pyridin-3-yl)pyrimidine